C(C)(C)(C)OC(=O)N1[C@H]2CC(C[C@@H]1C(C2)(F)F)=NO |r| (±)-(1S,5R)-6,6-difluoro-3-(hydroxyimino)-8-azabicyclo[3.2.1]Octane-8-carboxylic acid tert-butyl ester